(R)-3-((6-fluoro-5-(1-(2-fluoropropyl)-1H-benzo[d][1,2,3]triazol-6-yl)-4-methoxypyrrolo[2,1-f][1,2,4]triazin-2-yl)amino)-2,2-dimethylpropanenitrile FC=1C(=C2C(=NC(=NN2C1)NCC(C#N)(C)C)OC)C=1C=CC2=C(N(N=N2)C[C@@H](C)F)C1